C1(CC1)C1=NC=NC(=C1C1=NC=C(C(=N1)OCC1=CC=C(C=C1)C=1N(C=C(N1)C(F)(F)F)C)OCC)OC 2-(4-cyclopropyl-6-methoxy-pyrimidin-5-yl)-5-ethoxy-4-[[4-[1-methyl-4-(trifluoromethyl)imidazol-2-yl]phenyl]methoxy]pyrimidine